3-[(3R)-1-[2'-(Dimethylphosphoryl)-2,3-difluoro-[1,1'-biphenyl]-4-yl]-2-oxopiperidin-3-yl]-1-[5-(trifluoromethyl)pyridin-2-yl]urea CP(=O)(C)C1=C(C=CC=C1)C1=C(C(=C(C=C1)N1C([C@@H](CCC1)NC(NC1=NC=C(C=C1)C(F)(F)F)=O)=O)F)F